C(CCCCCCCCCCCCC)(=O)OC(CO)CO 1,3-dihydroxyprop-2-yl tetradecanoate